CC(C(=O)OC[C@H]1O[C@H]([C@@H]([C@@H]1O)O)N1C(NC(C=C1)=NO)=O)C {(2R,3S,4R,5R)-3,4-dihydroxy-5-[4-(hydroxyimino)-2-oxo-3,4-dihydropyrimidin-1(2H)-yl]oxolan-2-yl}methyl 2-methylpropanoate